S1C(=NN=C1)[S-] 1,3,4-thiadiazole-2-thiolate